1,1,3,3,5,5-hexaethoxytrisilacyclohexane C(C)O[Si]1([SiH2][Si](CC(C1)(OCC)OCC)(OCC)OCC)OCC